BrC1=NC=C(C2=C1CC(C2)CO)C#N 1-bromo-6-(hydroxymethyl)-6,7-dihydro-5H-cyclopenta[c]Pyridine-4-carbonitrile